2-chloro-N-(2-chlorophenyl)acetamide C1=CC=C(C(=C1)NC(=O)CCl)Cl